2-(dibenzofuran-4-yl)-4-(1,1'-biphenyl-4-yl)-6-(4'-phenyl-1,1'-biphenyl-3-yl)-1,3,5-triazine C1=CC=C(C=2OC3=C(C21)C=CC=C3)C3=NC(=NC(=N3)C3=CC=C(C=C3)C3=CC=CC=C3)C=3C=C(C=CC3)C3=CC=C(C=C3)C3=CC=CC=C3